C(C)(C)(C)OC(=O)N1CC2(C1)C(CCC2)CC(=O)O 2-(2-(tert-butoxycarbonyl)-2-azaspiro[3.4]octane-5-yl)acetic acid